BrC=1C=C2C(=NN=C(C2=CC1)Cl)Cl 6-bromo-1,4-dichlorophthalazine